ClC(CC1=CC=CC=C1)(Br)O chloro(bromo)phenethyl alcohol